boric acid oxalate C(C(=O)O)(=O)O.B(O)(O)O